9-bromo-5-(6,7-difluoro-1-methyl-[1,2,4]triazolo[4,3-a]quinazolin-5-yl)-2,3,4,5-tetrahydropyrido[4,3-b][1,4]oxazepine BrC1=CN=CC2=C1OCCCN2C2=NC=1N(C3=CC=C(C(=C23)F)F)C(=NN1)C